tert-butyl rac-3-(((1R,2S)-2-(((tert-butyldiphenylsilyl)oxy)methyl)cyclobutyl)methoxy)propanoate [Si](C1=CC=CC=C1)(C1=CC=CC=C1)(C(C)(C)C)OC[C@@H]1[C@@H](CC1)COCCC(=O)OC(C)(C)C |r|